methyl 2-methyl-8-(2-oxoimidazolidin-1-yl)imidazo[1,2-a]pyridine-6-carboxylate CC=1N=C2N(C=C(C=C2N2C(NCC2)=O)C(=O)OC)C1